IC=1C=C(N(C)C)C=C(C1)N1C2=CC=CC=C2SC=2C=CC=CC12 3-iodo-N,N-dimethyl-5-(10H-phenothiazin-10-yl)aniline